(R)-N-(3-(6-(4-(1,4-dimethyl-3-oxopiperazin-2-yl)phenylamino)-4-methyl-5-oxo-4,5-dihydropyrazin-2-yl)-2-methylphenyl)-4,5,6,7-tetrahydrobenzo[b]thiophene-2-carboxamide CN1[C@@H](C(N(CC1)C)=O)C1=CC=C(C=C1)NC=1C(N(C=C(N1)C=1C(=C(C=CC1)NC(=O)C1=CC2=C(S1)CCCC2)C)C)=O